C(CCCCCCCCCCCCCCCCCCCCCC)OC(CCCCCCCCCCCCCCCCCCCCCC)=O.FC1=C(C=CC=C1)S(=O)(=O)C1=C(OC2=C1C=CC=C2)C(=O)N ((2-fluorophenyl)sulfonyl)benzofuran-2-carboxamide tricosan-1-yl-tricosan-ate